CC(=O)C1=CC(=C(C=C1)OC(=O)C)OC The molecule is an acetate ester that is phenylacetate substituted by an acetyl group at position 4 and a methoxy group at position 2 respectively. It is a member of acetophenones, a monomethoxybenzene and a member of phenyl acetates.